2-methylpropan-2-yl [({5-amino-4-[(2-chloro-5-fluorophenyl) carbonyl]-3-cyano-2-methoxyphenyl} methyl) (methyl) amino]carboxylate NC=1C(=C(C(=C(C1)CN(C)C(=O)OC(C)(C)C)OC)C#N)C(=O)C1=C(C=CC(=C1)F)Cl